4-(4-([2-(4-chlorophenyl)-4,4-dimethylcyclohex-1-en-1-yl]methyl)piperazin-1-yl)-2-(1H-pyrrolo[2,3-b]pyridin-5-yloxy)benzamide ClC1=CC=C(C=C1)C1=C(CCC(C1)(C)C)CN1CCN(CC1)C1=CC(=C(C(=O)N)C=C1)OC=1C=C2C(=NC1)NC=C2